4,4''-bis{(2-phenylbiphenyl-4-yl)-phenylamino}-1,1':2',1''-terphenyl C1(=CC=CC=C1)C1=C(C=CC(=C1)N(C1=CC=C(C=C1)C=1C(=CC=CC1)C1=CC=C(C=C1)N(C1=CC=CC=C1)C1=CC(=C(C=C1)C1=CC=CC=C1)C1=CC=CC=C1)C1=CC=CC=C1)C1=CC=CC=C1